COC1=CC(=NC=C1)C(N[C@H](C(O[C@@H](C)[C@@H](C)C1=CC=CC=C1)=O)C)=O 4-methoxy-2-(((S)-1-oxo-1-(((2s,3s)-3-phenylbut-2-yl)oxy)prop-2-yl)carbamoyl)pyridine